ClC1=C(C=CC=C1)CN1N=C(C=C1C1=CC=C2C=NN(C2=C1)C)COC(C(=O)O)(C)C 2-([1-[(2-Chlorophenyl)methyl]-5-(1-methyl-1H-indazol-6-yl)-1H-pyrazol-3-yl]methoxy)-2-methylpropanoic acid